C(C1=CC=CC=C1)OC1CC(C1)C12CCCN2C(C2=C1SC(=C2)C2=NC(=NC=C2C(F)(F)F)NC2CCN(CC2)S(=O)(=O)C)=O 8a-(3-(benzyloxy)cyclobutyl)-2-(2-((1-(methylsulfonyl)piperidin-4-yl)amino)-5-(trifluoromethyl)pyrimidin-4-yl)-6,7,8,8a-tetrahydro-4H-thieno[2,3-a]pyrrolizin-4-one